O=C1NC(CC[C@H]1N1C(C2=CC=C(C=C2C1)OCCOCC#CC1=CC=C(C=N1)OC1CC(C1)OC1=C(C#N)C=C(C=N1)C=1C=CC=2C3=C(N(C2C1)C)C=CN=C3)=O)=O 2-((1r,3r)-3-((6-(3-(2-((2-(2,6-dioxopiperidin-3-yl)-1-oxoisoindolin-5-yl)oxy)ethoxy)prop-1-yn-1-yl)pyridin-3-yl)oxy)cyclobutoxy)-5-(5-methyl-5H-pyrido[4,3-b]indol-7-yl)nicotinonitrile